(R)-N-(5-((6-(3-(3,5-difluorophenyl)isoxazolidin-2-yl)pyrimidin-4-yl)amino)-6-methoxy-2-(4-methylpiperazin-1-yl)pyridin-3-yl)acrylamide FC=1C=C(C=C(C1)F)[C@@H]1N(OCC1)C1=CC(=NC=N1)NC=1C=C(C(=NC1OC)N1CCN(CC1)C)NC(C=C)=O